C=1C=NN2C1C1=CC=CC=C1C=C2 pyrazolo[5,1-a]isoquinoline